ClC=1C=C(C=NC1N1N=CC=N1)NC(=O)C=1C=NN(C1C(F)(F)F)C1=C2C=CC=NC2=CC=C1C N-(5-chloro-6-(2H-1,2,3-triazol-2-yl)pyridin-3-yl)-1-(6-methylquinolin-5-yl)-5-(trifluoromethyl)-1H-pyrazole-4-carboxamide